(S)-4-((1-(4-chloro-1-oxo-2-phenyl-8-(pyridin-3-ylethynyl)-1,2-dihydroisoquinolin-3-yl)ethyl)amino)pyrido[2,3-d]pyrimidin-5(8H)-one ClC1=C(N(C(C2=C(C=CC=C12)C#CC=1C=NC=CC1)=O)C1=CC=CC=C1)[C@H](C)NC=1C2=C(N=CN1)NC=CC2=O